CN(C)CC1=CC=C(C(=O)N2CCC3(C(C3)CNC(=O)C3=CC=4C=NC=CC4N3)CC2)C=C1 N-[[6-[4-[(dimethylamino)methyl]benzoyl]-6-azaspiro[2.5]octan-2-yl]methyl]-1H-pyrrolo[3,2-c]pyridine-2-carboxamide